O[C@](N(S(=O)(=O)C=1C=C(C=NC1)C(=O)OC)C1=CC=CC=C1)(C)C(=O)O hydroxyphenyl-N-(3-(methoxycarbonyl)pyridine-5-sulfonyl)-L-alanine